N-(1-(5-(5-methyl-4-(2-oxo-2,3-dihydrobenzo[d]oxazol-5-ylamino)pyrimidin-2-ylamino)pyridin-2-yl)pyrrolidin-3-yl)cyclopropanecarboxamide CC=1C(=NC(=NC1)NC=1C=CC(=NC1)N1CC(CC1)NC(=O)C1CC1)NC=1C=CC2=C(NC(O2)=O)C1